N1C=CC=2C1=NC=C(C2)C=2C=NN(C2)C=2C=C(C=CC2C)NC(C2=CC(=CC(=C2)C(F)(F)F)N2C=NC(=C2)C)=O N-(3-(4-(1H-pyrrolo[2,3-b]pyrid-5-yl)-1H-pyrazol-1-yl)-4-methylphenyl)-3-(4-methyl-1H-imidazol-1-yl)-5-(trifluoromethyl)benzamide